[2-(2-aminoethyl)-phenyl]palladium(II) NCCC1=C(C=CC=C1)[Pd+]